7-bromo-9,9-dihexylfluorene BrC1=CC=C2C=3C=CC=CC3C(C2=C1)(CCCCCC)CCCCCC